6-(acryloyloxy-hex-1-yloxy)benzoic acid C(C=C)(=O)OCCCCCCOC1=CC=CC=C1C(=O)O